(S)-1-(2-(4-(3-isopropyl-2-(1H-pyrazolo[3,4-b]pyridin-4-yl)-1H-indol-5-yl)piperidin-1-yl)-2-oxoethyl)pyrrolidine-2-carboxamide C(C)(C)C1=C(NC2=CC=C(C=C12)C1CCN(CC1)C(CN1[C@@H](CCC1)C(=O)N)=O)C1=C2C(=NC=C1)NN=C2